C[C@H](CCCC(C)C)[C@H]1CC[C@@H]2[C@@]1(CC[C@H]3[C@H]2CC[C@@H]4[C@@]3(CC[C@@H](C4)O)C)C β-cholestanol